5-fluoro-2-trifluoromethyl-pyridine FC=1C=CC(=NC1)C(F)(F)F